cis-propenephosphonic acid C(=C/C)/P(O)(=O)O